4-(2-chloro-6-(pyridin-4-yl)thieno[3,2-d]pyrimidin-4-yl)morpholin ClC=1N=C(C2=C(N1)C=C(S2)C2=CC=NC=C2)N2CCOCC2